FC(C1=CC=CC(=N1)C1=NC(=NC(=N1)NC(C)C)N)F 6-(6-difluoromethyl-pyridin-2-yl)-N-isopropyl-[1,3,5]triazine-2,4-diamine